N-((1S,3S)-3-(3-(4-(3-cyano-4-methoxypyrazolo[1,5-a]pyridin-6-yl)-1H-pyrazol-1-yl)azetidine-1-carbonyl)cyclopentyl)acryl-amide C(#N)C=1C=NN2C1C(=CC(=C2)C=2C=NN(C2)C2CN(C2)C(=O)[C@@H]2C[C@H](CC2)NC(C=C)=O)OC